(2S,3S,4R,5S)-4-[[3-[6-(Difluoromethyl)-2-methoxy-3-pyridyl]-4,5-dimethyl-5-(trifluoromethyl)tetrahydrofuran-2-carbonyl]amino]pyridin-2-carboxamid FC(C1=CC=C(C(=N1)OC)[C@H]1[C@H](O[C@@]([C@@H]1C)(C(F)(F)F)C)C(=O)NC1=CC(=NC=C1)C(=O)N)F